FC1=C(C=CC=C1NC(=O)NC=1C=NC=CC1)[C@H](C)N1CCN(CC1)C(=O)OCC (S)-ethyl 4-(1-(2-fluoro-3-(3-(pyridin-3-yl)ureido)phenyl)ethyl)piperazine-1-carboxylate